methyl 2-[(3,6,6-trimethyl-4-oxo-5,7-dihydro-1H-indole-2-carbonyl) amino]hexanoate CC1=C(NC=2CC(CC(C12)=O)(C)C)C(=O)NC(C(=O)OC)CCCC